ClC1=C(C(=CC=C1)Cl)N1N=C(C(=C1)NC=1C=NC(=CC1)N1N=C(N=C1CC)C(F)(F)F)C(=O)N 1-(2,6-dichlorophenyl)-4-((6-(5-ethyl-3-(trifluoromethyl)-1H-1,2,4-triazol-1-yl)pyridin-3-yl)amino)-1H-pyrazole-3-carboxamide